C1=C([C@H]([C@@H]([C@H]([C@H]1OP(=O)([O-])[O-])O)O)O)CO The molecule is an organophosphate oxoanion obtained by deprotonation of the phosphate OH groups of valienol 1-phosphate; major species at pH 7.3. It is a conjugate base of a valienol 1-phosphate.